5-acetyl-2,2-dimethyl-1,3-dioxane C(C)(=O)C1COC(OC1)(C)C